3-(4-chlorophenyl)-N'-((4-chlorophenyl)sulfonyl)-4-phenyl-N-((1R,3S)-3-sulfamoyl-cyclobutyl)-4,5-dihydro-1H-pyrazole-1-carboxamidine ClC1=CC=C(C=C1)C1=NN(CC1C1=CC=CC=C1)C(=NS(=O)(=O)C1=CC=C(C=C1)Cl)NC1CC(C1)S(N)(=O)=O